3,4-dimethyl-5,7-dihydro-6H-pyrrolo[3,4-c]pyridazine CC1=C(C2=C(N=N1)CNC2)C